C(C)(C)(C)N(C([O-])=O)C1CC(C1)OC1=CC=C(C=C1)C(C)(C)C1=CC=C(C=C1)OCC1=NC(=NC=C1)C#N.COS(=O)(=O)[O-].C[N+]1=CN(C=C1)C=C.C[N+]1=CN(C=C1)C=C 3-Methyl-1-vinylimidazolium methyl-sulfate tert-butyl-((1s,3s)-3-(4-(2-(4-((2-cyanopyrimidin-4-yl)methoxy)phenyl)propan-2-yl)phenoxy)cyclobutyl)carbamate